C(#N)CCC(=O)NC1=C(C=C(C=C1)S(=O)(=O)N(C1=C(N=CS1)C(=O)OC(C)(C)C)CC1=CC=C(C=C1)OC)F Tert-butyl 5-[[4-(3-cyanopropanoylamino)-3-fluoro-phenyl]sulfonyl-[(4-methoxyphenyl)methyl]amino]thiazole-4-carboxylate